2-[4-(5-methyl-[1,3,4]oxadiazol-2-yl)-phenyl]-1H-benzimidazole-5-carboxylic acid CC1=NN=C(O1)C1=CC=C(C=C1)C1=NC2=C(N1)C=CC(=C2)C(=O)O